(1S)-3-oxocyclopentanecarboxylic acid O=C1C[C@H](CC1)C(=O)O